CC[C@@H](C)[C@H]1C(=O)N[C@@H]2CSSC[C@@H](C(=O)N[C@@H](CSSC[C@@H](C(=O)NCC(=O)N[C@H](C(=O)N[C@H](C(=O)N[C@H](C(=O)N[C@H](C(=O)N[C@H](C(=O)N[C@H](C(=O)N[C@H](C(=O)N[C@H](C(=O)N[C@H](C(=O)N[C@H](C(=O)N[C@@H](CSSC[C@H](NC(=O)[C@@H](NC(=O)[C@@H](NC(=O)[C@@H](NC(=O)[C@@H](NC(=O)[C@@H](NC(=O)[C@@H](NC(=O)[C@@H](NC(=O)[C@@H](NC2=O)CO)CC(C)C)CC3=CC=C(C=C3)O)CCC(=O)N)CC(C)C)CCC(=O)O)CC(=O)N)CC4=CC=C(C=C4)O)C(=O)N[C@@H](CC(=O)N)C(=O)O)C(=O)NCC(=O)N[C@@H](CCC(=O)O)C(=O)N[C@@H](CCCNC(=N)N)C(=O)NCC(=O)N[C@@H](CC5=CC=CC=C5)C(=O)N[C@@H](CC6=CC=CC=C6)C(=O)N[C@@H](CC7=CC=C(C=C7)O)C(=O)N[C@@H]([C@H](C)O)C(=O)N8CCC[C@H]8C(=O)N[C@@H](CCCCN)C(=O)N[C@@H]([C@H](C)O)C(=O)O)C(C)C)CC(C)C)CC9=CC=C(C=C9)O)CC(C)C)C)CCC(=O)O)C(C)C)CC(C)C)CC2=CNC=N2)CO)NC(=O)[C@H](CC(C)C)NC(=O)[C@H](CC2=CNC=N2)NC(=O)[C@H](CCC(=O)N)NC(=O)[C@H](C(=O)N)NC(=O)[C@H](C(C)C)NC(=O)[C@H](CC2=CC=CC=C2)N)C(=O)N[C@H](C(=O)N[C@H](C(=O)N1)CO)[C@H](C)O)NC(=O)[C@H](CCC(=O)N)NC(=O)[C@H](CCC(=O)O)NC(=O)[C@H](C(C)C)NC(=O)[C@H]([C@H](C)CC)NC(=O)CN The molecule is an insulin that is produced in the pancreas and involved in regulating the metabolism of carbohydrates (particularly glucose) and fats. Commonly thought of as a protein, it consists of two peptide chains, one containing 21 amino acid residues and the other containing 30; the chains are joined together by 2 disulfide bonds. Recombinant insulin is identical to human insulin, but is synthesised by inserting the human insulin gene into E. coli, which then produces insulin for human use. It is used in the treatment of type I and type II diabetes. It has a role as a hypoglycemic agent.